FC=1C=CC=C2C(=C(/C(/C12)=C/C1=CC(=CC=C1)OC1=CC=CC=C1)C)CC(=O)O (Z)-2-(7-Fluoro-2-methyl-1-(3-phenoxybenzylidene)-1H-inden-3-yl)acetic acid